1,2,3-tricyano-2H-borinine C(#N)B1C(C(=CC=C1)C#N)C#N